ClC=1C=C(CO[C@@H]2C[C@H](C2)C(=O)NCC2=C(C(=C(C=C2)C(F)(F)F)C=2NC(C(=C(N2)C)C)=O)F)C=CC1 trans-3-[(3-chlorobenzyl)oxy]-N-[3-(4,5-dimethyl-6-oxo-1,6-dihydropyrimidin-2-yl)-2-fluoro-4-(Trifluoromethyl)benzyl]cyclobutane-1-carboxamide